(R)-benzyl 2-(((benzyloxy)carbonyl)amino)-3-(3-(4-ethyl-1-methyl-1H-pyrazol-3-yl)-5-fluorobenzamido)propanoate C(C1=CC=CC=C1)OC(=O)N[C@@H](C(=O)OCC1=CC=CC=C1)CNC(C1=CC(=CC(=C1)F)C1=NN(C=C1CC)C)=O